6-((1R,3s,5S,6r)-6-(1-Isopropyl-3-(3-(trifluoromethyl)phenyl)-1H-1,2,4-triazol-5-yl)bicyclo[3.1.0]hexan-3-yl)-2-thia-6-azaspiro[3.4]octane 2,2-dioxide C(C)(C)N1N=C(N=C1C1[C@H]2CC(C[C@@H]12)N1CC2(CS(C2)(=O)=O)CC1)C1=CC(=CC=C1)C(F)(F)F